7-(3-chloro-5-fluorophenyl)-8-methyl-5,6,7,8-tetrahydro-2,7-naphthyridine-3-carboxylic acid ethyl ester C(C)OC(=O)C=1N=CC=2C(N(CCC2C1)C1=CC(=CC(=C1)F)Cl)C